CC(C(=O)O)(C)C trimethylacetic acid